COC1=CC=C(C=C1)N1C(C2=C(C=3C=CC(=NC13)C(F)(F)F)N(C=N2)C)=O 5-(4-methoxyphenyl)-1-methyl-7-(trifluoromethyl)-1,5-dihydro-4H-imidazo[4,5-c][1,8]Naphthyridin-4-one